OC1=C(C(=CC=C1)OC)C(C)=O 1-(2-hydroxy-6-methoxyphenyl)-ethanone